3-(3-cyclopropyl-4-(quinoxalin-2-yl)-1H-pyrazol-1-yl)propan-1-amine C1(CC1)C1=NN(C=C1C1=NC2=CC=CC=C2N=C1)CCCN